Cl.FC=1C(=C(C=CC1F)C=1CCCC2=C(C1C1=CC=C(C=C1)CC1CN(C1)CCCF)C=CC(=C2)C(=O)O)C 8-(3,4-difluoro-2-methylphenyl)-9-(4-((1-(3-fluoropropyl)azetidin-3-yl)methyl)phenyl)-6,7-dihydro-5H-benzo[7]annulene-3-carboxylic acid hydrochloride